3-(2-bromo-3-fluorophenyl)propan-1-ol BrC1=C(C=CC=C1F)CCCO